C(C)(C)(C)OC(=O)N1C[C@@H](N(CC1)C(C1=C(N=C(C=C1Cl)Cl)Cl)=O)CO (R)-3-(hydroxymethyl)-4-(2,4,6-trichloronicotinoyl)piperazine-1-carboxylic acid tert-butyl ester